N-(3-fluoro-4-((1-isopropyl-2-oxo-2,3-dihydro-1H-imidazo[4,5-b]pyridine-7-yl)oxy)phenyl)-5-methyl-1-phenyl-1H-pyrazole-4-carboxamide FC=1C=C(C=CC1OC1=C2C(=NC=C1)NC(N2C(C)C)=O)NC(=O)C=2C=NN(C2C)C2=CC=CC=C2